cis-4-(2-fluoro-6-hydroxybenzyl)-N-(4-(furan-2-yl)benzyl)-1-isobutyryl-6-methylpiperazine-2-carboxamide FC1=C(CN2C[C@@H](N([C@@H](C2)C)C(C(C)C)=O)C(=O)NCC2=CC=C(C=C2)C=2OC=CC2)C(=CC=C1)O